7-bromo-8-fluoro-2,4-dichloroquinazoline BrC1=CC=C2C(=NC(=NC2=C1F)Cl)Cl